C(CCCCCCC\C=C/C\C=C/CCCCC)(=O)OCC(COCCN(CC)CC)CO 3-(2-(diethylamino)ethoxy)-2-(hydroxymethyl)propyl (9Z,12Z)-octadeca-9,12-dienoate